3-(3-phenylpropyl)-5-[(2S)-1-isobutylsulfonyl-piperidin-2-yl]-1,2,4-oxadiazole C1(=CC=CC=C1)CCCC1=NOC(=N1)[C@H]1N(CCCC1)S(=O)(=O)CC(C)C